5-methylthiophenyl alcohol CSC=1C=CC=C(C1)O